BrC1=CC=C(C=C1)N1C=NN(C1=O)CSC1=CC(=C(OCC(=O)OCC)C=C1)C Ethyl 2-(4-(((4-(4-bromophenyl)-5-oxo-4,5-dihydro-1H-1,2,4-triazol-1-yl)methyl)thio)-2-methylphenoxy)-acetate